S(=O)(=O)(C1=CC=C(C)C=C1)N1C=CC2=CC=CC=C12 tosyl-1H-indole